(S)-3-(5-(4-((1-(4-(3-hydroxy-8-(pyridin-4-yl)-6,7-dihydro-5H-benzo[7]annulen-9-yl)phenyl)piperidin-4-yl)methyl)piperazin-1-yl)-1-oxoisoindolin-2-yl)piperidine-2,6-dione OC1=CC2=C(C(=C(CCC2)C2=CC=NC=C2)C2=CC=C(C=C2)N2CCC(CC2)CN2CCN(CC2)C=2C=C3CN(C(C3=CC2)=O)[C@@H]2C(NC(CC2)=O)=O)C=C1